FC(C=1C=CC(=NC1)CNC(C)C)(F)F N-(5-(trifluoromethyl)pyridin-2-ylmethyl)propan-2-amine